2-((5-fluoropyrimidin-2-yl)amino)butyric acid FC=1C=NC(=NC1)NC(C(=O)O)CC